O[C@@H](CNC(=O)[C@@H]1CN(CC[C@H]1NC(=O)C1=NOC(=C1)C1=C(C=C(C=C1)F)F)C1CCCCC1)C1=CC=CC=C1 |o1:6,11| (3R*,4R*)-1-Cyclohexyl-4-{[5-(2,4-difluoro-phenyl)-isoxazole-3-carbonyl]-amino}-piperidine-3-carboxylic acid ((R)-2-hydroxy-2-phenyl-ethyl)-amide